N1C=NC=C1C1=C(N=C2N1C=C(C=N2)OCC(F)(F)F)C2=NC(=NN2)C(F)(F)F 5-[3-(1H-imidazol-5-yl)-6-(2,2,2-trifluoroethoxy)imidazo[1,2-a]pyrimidin-2-yl]-3-(trifluoromethyl)-1H-1,2,4-triazole